FC(CC(N=N)CN(CCNCCN(CCN)C(C)=O)C(C)=O)(F)F trifluoroethyl-iminodiacetyl-tetraethylenepentamine